2-AZEPAN-1-YL-7-METHYL-4-OXO-4H-PYRIDO[1,2-A]PYRIMIDINE-3-CARBALDEHYDE N1(CCCCCC1)C=1N=C2N(C(C1C=O)=O)C=C(C=C2)C